Cl.COC1=CC=C(C=C1)CN1N=CC2=NC=C(C=C21)C2=CC(=CC=C2)C(F)(F)F 1-[(4-Methoxyphenyl)methyl]-6-[3-(trifluoromethyl)phenyl]pyrazolo[4,3-b]pyridine hydrochloride Salt